imidazolin propionate C(CC)(=O)O.N1C=NCC1